NC1=NNC2=C3C(=C(C=C12)Br)C(N(C3=O)CC3=CC=C(C=C3)OC)C3=C(C=CC(=C3)F)Cl 3-Amino-5-bromo-6-(2-chloro-5-fluorophenyl)-7-[(4-methoxyphenyl)methyl]-1,6,7,8-tetrahydropyrrolo[4,3-g]indazol-8-one